6-((2-((3r,4r)-3-amino-4-fluoro-1-piperidinyl)-5-fluoro-6-methyl-1H-benzoimidazol-1-yl)methyl)-3-pyridinecarbonitrile N[C@@H]1CN(CC[C@H]1F)C1=NC2=C(N1CC1=CC=C(C=N1)C#N)C=C(C(=C2)F)C